tert-butyl N-[1-[[2-chloro-5-(1-isopropyl-6-oxo-3-pyridyl)phenyl]methyl]-2-[4-(1-methyltriazol-4-yl)anilino]-2-oxo-ethyl]carbamate ClC1=C(C=C(C=C1)C1=CN(C(C=C1)=O)C(C)C)CC(C(=O)NC1=CC=C(C=C1)C=1N=NN(C1)C)NC(OC(C)(C)C)=O